methyl (1R,3s,5S)-3-((4-(3,6-dihydro-2H-pyran-4-yl)-6-((5-methyl-1H-pyrazol-3-yl)amino)pyrimidin-2-yl)(methyl)amino)-9-azabicyclo[3.3.1]nonane-9-carboxylate O1CCC(=CC1)C1=NC(=NC(=C1)NC1=NNC(=C1)C)N(C1C[C@H]2CCC[C@@H](C1)N2C(=O)OC)C